BrC1=NC=CC(=C1)C(CN(C)C)N 1-(2-bromopyridin-4-yl)-N2,N2-dimethylethane-1,2-diamine